2-amino-N-(1-((1S,2R,3R,4S,5S)-2,3-dihydroxy-4-(2,2,2-trifluoroacetamido)-6,8-dioxabicyclo[3.2.1]octan-1-yl)-15-oxo-2,5,8,11,18-pentaoxa-14-azaicosan-20-yl)-3-mercaptopropanamide NC(C(=O)NCCOCCC(NCCOCCOCCOCCOC[C@@]12[C@@H]([C@@H]([C@@H]([C@@H](OC1)O2)NC(C(F)(F)F)=O)O)O)=O)CS